C1(CC1)C1=NC(=CC(=C1)C1=C(C=C(C#N)C=C1)C1=NN=CN1C)N1C(C2=CC(=CC(=C2C1)F)CN[C@@]1(COC[C@@H]1O)C)=O |o1:35,39| rel-4-{2-cyclopropyl-6-[4-fluoro-6-({[(3R,4R)-4-hydroxy-3-methyl-oxolan-3-yl]amino}methyl)-1-oxo-3H-isoindol-2-yl]pyridin-4-yl}-3-(4-methyl-1,2,4-triazol-3-yl)benzonitrile